C1(=CC=CC=C1)C=1C=CC=2N(C3=CC=C(C=C3C2C1)C1=CC=CC=C1)C1=CC=C(C=C1)C1=C(C(=CC(=C1)C1=NC=CC=C1)C1=CC=C(C=C1)N1C2=CC=C(C=C2C=2C=C(C=CC12)C1=CC=CC=C1)C1=CC=CC=C1)C#N 4,4''-bis(3,6-diphenyl-9H-carbazol-9-yl)-5'-(pyridin-2-yl)-[1,1':3',1''-terphenyl]-2'-carbonitrile